(Z)-3-(3-(3,5-bis(trifluoromethyl)phenyl)-1H-1,2,4-triazol-1-yl)-1-(2-(methylsulfonyl)pyrazolidin-1-yl)prop-2-en-1-one FC(C=1C=C(C=C(C1)C(F)(F)F)C1=NN(C=N1)\C=C/C(=O)N1N(CCC1)S(=O)(=O)C)(F)F